C(CCCCCCCCCCCCC)OC(CCCCCCCCCCCCC)=O.COC1=C(C=CC(=C1)OC)C=CC(=O)C1=C(C=C(C=C1OC)OC)O 3-(2,4-dimethoxyphenyl)-1-(2-hydroxy-4,6-dimethoxyphenyl)prop-2-en-1-one tetradecyltetradecanoate